FC=1C(=NC(=NC1)NC=1C=NC=C(C1)O)C1=CNC2=C(C=CC=C12)NC([C@@H](COC)N1CCN(CC1)C)=O (R)-N-(3-(5-fluoro-2-((5-hydroxypyridin-3-yl)amino)pyrimidin-4-yl)-1H-indol-7-yl)-3-methoxy-2-(4-methylpiperazin-1-yl)propanamide